5-(4,4-Difluorocyclohexyl)-2-((difluoromethoxy)methyl)piperidine FC1(CCC(CC1)C1CCC(NC1)COC(F)F)F